2-methyl-[4,5'-bipyrimidin]-2',4'(1'H,3'H)-dione CC1=NC=CC(=N1)C=1C(NC(NC1)=O)=O